(R)-4-methyl-2-(8-methyl-7-(pyridin-3-yl)-5,6,7,8-tetrahydro-[1,2,4]triazolo[4,3-a]pyrazin-3-yl)oxazole CC=1N=C(OC1)C1=NN=C2N1CCN([C@@H]2C)C=2C=NC=CC2